NCCNC(CCNCCN)[SiH](O[Si](C)(C)C)C 1,3-bis(2-aminoethylamino)propyl-tetramethyl-disiloxane